(S)-4-{2-(4-ethylthiazol-2-yl)-2-[2-(3-fluorophenyl)-3-phenylpropionylamino]-ethyl}phenyl-sulfamic acid C(C)C=1N=C(SC1)[C@H](CC1=CC=C(C=C1)NS(O)(=O)=O)NC(C(CC1=CC=CC=C1)C1=CC(=CC=C1)F)=O